(E)-1,2-bis(2,4,5-trimethylphenyl)ethane CC1=C(C=C(C(=C1)C)C)CCC1=C(C=C(C(=C1)C)C)C